(R)-6-(6-(3,3-difluorocyclobutoxy)-5-fluoropyridin-3-yl)-2,2-difluoro-7-((5-methoxy-7-methyl-1H-indol-4-yl)methyl)-7-azaspiro[3.5]nonane FC1(CC(C1)OC1=C(C=C(C=N1)[C@H]1CC2(CC(C2)(F)F)CCN1CC1=C2C=CNC2=C(C=C1OC)C)F)F